5-((2-bromo-5-iso-propyl-pyridin-4-yl)oxy)-N4-iso-propyl-pyrimidine-2,4-diamine BrC1=NC=C(C(=C1)OC=1C(=NC(=NC1)N)NC(C)C)C(C)C